ClC1=NC(=C2N=CN(C2=N1)[C@H]1[C@@H]([C@@H]([C@H](O1)COCP(O)(O)=O)O)O)NCC=1C=NN(C1)C ({[(2R,3S,4R,5R)-5-(2-chloro-6-{[(1-methyl-1H-pyrazol-4-yl)methyl]amino}-9H-purin-9-yl)-3,4-dihydroxyoxolan-2-yl]methoxy}methyl)phosphonic acid